4-(3,4-dihydro-2H-1,3-benzoxazin-8-yl)-2-methyl-6-morpholin-4-ylbenzoic acid methyl ester dihydrochloride Cl.Cl.COC(C1=C(C=C(C=C1N1CCOCC1)C1=CC=CC=2CNCOC21)C)=O